tri-tert-butyl (5S,12S,16S)-1-[1-(tert-butoxycarbonyl)piperidin-4-yl]-5-[(naphthalen-2-yl)methyl]-3,6,14-trioxo-2,4,7,13,15-pentaazaoctadecane-12,16,18-tricarboxylate C(C)(C)(C)OC(=O)N1CCC(CC1)CNC(N[C@H](C(NCCCC[C@H](NC(N[C@@H](CCC(=O)OC(C)(C)C)C(=O)OC(C)(C)C)=O)C(=O)OC(C)(C)C)=O)CC1=CC2=CC=CC=C2C=C1)=O